methyl 2-[[2-amino-1-(4-nitrophenyl)ethyl]amino]acetate TFA salt OC(=O)C(F)(F)F.NCC(C1=CC=C(C=C1)[N+](=O)[O-])NCC(=O)OC